4-(9-methyl-2-(4-phenyl-1H-pyrazol-1-yl)-8-(pyridin-4-yl)-9H-purin-6-yl)morpholine CN1C2=NC(=NC(=C2N=C1C1=CC=NC=C1)N1CCOCC1)N1N=CC(=C1)C1=CC=CC=C1